NCC(CF)NC(OC(C)(C)C)=O tert-butyl N-[1-(aminomethyl)-2-fluoro-ethyl]carbamate